C1(=CC=CC=C1)N1N=CC=CC1=O 2-phenylpyridazin-3(2H)-one